C(CC)C(C(=O)O[C@@H]1[C@](O[C@H](C1)N1C2=NC(=NC(=C2N=C1)N)F)(CO[P@](=O)(OC1=CC=CC=C1)N[C@H](C(=O)OC(C)C)C)C#C)CCC (2R,3S,5R)-5-(6-Amino-2-fluoro-9H-purin-9-yl)-2-ethynyl-2-((((S)-(((S)-1-isopropoxy-1-oxopropan-2-yl)amino)(phenoxy)phosphoryl)oxy) methyl)tetrahydrofuran-3-yl 2-propylpentanoate